FC1(CCCC=2C(=NC(=NC12)N1[C@H](CCCC1)C)N1C[C@@H]2C([C@@H]2C1)CC(=O)O)F ((1R,5S,6R)-3-(8,8-difluoro-2-((S)-2-methylpiperidin-1-yl)-5,6,7,8-tetrahydroquinazolin-4-yl)-3-azabicyclo[3.1.0]hex-6-yl)acetic acid